NCC1=CC=C(C=C1)C1=C(C=CC=C1)C1=NN=NN1 5-(4'-(Aminomethyl)-[1,1'-biphenyl]-2-yl)-1H-tetrazole